methyl 6-[(2-chloro-5-fluorophenyl) amino]-5-nitropyridine-3-carboxylate ClC1=C(C=C(C=C1)F)NC1=C(C=C(C=N1)C(=O)OC)[N+](=O)[O-]